FC(C1=NN=C(O1)C=1C=CC(=NC1)CN1C(N(C2=C1C=CC=C2)C2CCNCC2)=O)F 1-((5-(5-(Difluoromethyl)-1,3,4-oxadiazol-2-yl)pyridin-2-yl)methyl)-3-(piperidin-4-yl)-1,3-dihydro-2H-benzo[d]imidazol-2-one